OC1=CC(=C(C(=C1)C)N(C(CC(=O)N)=O)C1=C(C=C(C=C1C)O)C)C N,N-bis(4-hydroxy-2,6-dimethylphenyl)malonamide